1-dimethylamino-1,1,3,3,5,5,7,7,9,9-decamethylpentasiloxane CN([Si](O[Si](O[Si](O[Si](O[SiH](C)C)(C)C)(C)C)(C)C)(C)C)C